C(C)N(C=1C=C2OC3=CCC4=C(C3=NC2=CC1)C=CC=C4)CC 9-(diethylamino)-5H-benzo[A]phenoxazine